(2R)-N-(5-aminopentyl)-2-((4S)-6-(4-chlorophenyl)-8-methoxy-1-methyl-4H-benzo[f][1,2,4]triazolo[4,3-a][1,4]diazepin-4-yl)propanamide TFA salt OC(=O)C(F)(F)F.NCCCCCNC([C@H](C)[C@H]1C=2N(C3=C(C(=N1)C1=CC=C(C=C1)Cl)C=C(C=C3)OC)C(=NN2)C)=O